S1C(=NC2=C1C=C1CCCC1=C2)NC(C(C)N2C[C@@H](C(CC2)(F)F)C2=CC=[N+](C=C2)[O-])=O 4-((3S)-1-(1-((6,7-dihydro-5H-indeno[5,6-d]thiazol-2-yl)amino)-1-oxopropan-2-yl)-4,4-difluoropiperidin-3-yl)pyridine 1-oxide